[1,4,7-triazacyclodecane-1,4-diylbis(methylene)]bis[N-(1,2-dihydroxyethyl)-2-hydroxy-5-methylbenzamide] N1(CCN(CCNCCC1)CC=1C(=C(C(=O)NC(CO)O)C=C(C1)C)O)CC=1C(=C(C(=O)NC(CO)O)C=C(C1)C)O